(S)-3-(2',3'-dimethylbiphenyl-3-yl)-3-(3-(4-hydroxy-1,5-dimethyl-2-oxo-1,2-dihydropyridin-3-yl)ureido)propanoic acid CC1=C(C=CC=C1C)C1=CC(=CC=C1)[C@H](CC(=O)O)NC(=O)NC=1C(N(C=C(C1O)C)C)=O